CC1=NC(=NN1C1=CC=C(C=C1)C(C)(C)C1=CC=C(C=C1)C1=CC(=CC=C1)C=1OC(=NN1)C)C(=O)N 5-methyl-1-(4-(2-(3'-(5-methyl-1,3,4-oxadiazol-2-yl)-[1,1'-biphenyl]-4-yl)propan-2-yl)phenyl)-1H-1,2,4-triazole-3-carboxamide